ClC1=C(C(=CC(=C1)OCCN1CCOCC1)F)C1=NOC(=C1C1=NC=CC=N1)C=1C=NN(C1C(F)(F)F)C(CC(C)(O)C)([2H])[2H] 4-(4-(3-(2-Chloro-6-fluoro-4-(2-morpholinoethoxy)phenyl)-4-(pyrimidin-2-yl)isoxazol-5-yl)-5-(trifluoromethyl)-1H-pyrazol-1-yl)-2-methylbutan-4,4-d2-2-ol